D-MALAT C([C@H](O)CC(=O)[O-])(=O)[O-]